N(=C=O)C1=C(C=C(C=C1)C1=CC(=C(C=C1)N=C=O)C)C 4,4'-diisocyanato-3,3'-dimethyl-1,1'-biphenyl